(piperidin-3-yl)-2-(pyridin-2-yl)-1,6-dihydrodipyrrolo[2,3-b:2',3'-d]Pyridine N1CC(CCC1)N1C(=CC=2C1=C1C(=NC2)NC=C1)C1=NC=CC=C1